1-chloro-5-methylene-5,6,7,8-tetrahydroisoquinoline ClC1=NC=CC=2C(CCCC12)=C